C(C)(=O)OCC(=O)N1CC2=C(N(C=3C(=C(C=CC23)Cl)F)C)CC1 2-(7-chloro-6-fluoro-5-methyl-1,3,4,5-tetrahydro-2H-pyrido[4,3-b]indol-2-yl)-2-oxoethyl acetate